CC1=C(C=C(C=C1)Br)C1=C(S(C=C1)=O)C1=CC=C(C=C1)F 2-methyl-5-bromophenyl-2-(4-fluorophenyl)thiophenone